N-((1-((4-bromophenyl)sulfonyl)-5-(4-fluorophenyl)-1H-pyrrol-3-yl)methyl)methan-d3-amine BrC1=CC=C(C=C1)S(=O)(=O)N1C=C(C=C1C1=CC=C(C=C1)F)CNC([2H])([2H])[2H]